5'-(2-(((1r,4r)-4-Aminocyclohexyl)amino)-1-phenylethyl)-2'-chloro-6-fluoro-5-methoxy-[1,1'-biphenyl]-2-carboxamide trifluoroacetate FC(C(=O)O)(F)F.NC1CCC(CC1)NCC(C1=CC=CC=C1)C=1C=CC(=C(C1)C=1C(=CC=C(C1F)OC)C(=O)N)Cl